BrC1=NC=CC(=C1)C(=O)C1=NN=CN1C (2-bromopyridin-4-yl)(4-methyl-4H-1,2,4-triazol-3-yl)methanone